1-(2-(aminomethyl)-6-cyclopropylimidazo[1,2-a]pyridin-8-yl)-5-methylpyrrolidin-2-one NCC=1N=C2N(C=C(C=C2N2C(CCC2C)=O)C2CC2)C1